2-[6-[(4aS,8aR)-6-cyclobutyl-3,4a,5,7,8,8a-hexahydro-2H-pyrido[4,3-b][1,4]oxazin-4-yl]pyridazin-3-yl]-3-methyl-5-(trifluoromethyl)phenol C1(CCC1)N1C[C@H]2[C@H](OCCN2C2=CC=C(N=N2)C2=C(C=C(C=C2C)C(F)(F)F)O)CC1